(2,4-difluoro-3-(3-(1-methyl-1H-pyrazol-4-yl)-1H-pyrazolo[3,4-c]pyridin-5-yl)benzyl)cyclopropylamine FC1=C(CNC2CC2)C=CC(=C1C=1C=C2C(=CN1)NN=C2C=2C=NN(C2)C)F